tert-butyl (3-bromo-5-chlorobenzyl)(cyclopropyl)carbamate BrC=1C=C(CN(C(OC(C)(C)C)=O)C2CC2)C=C(C1)Cl